NC1=NC=CC(=C1)C=1OC=C(N1)C(=O)NC=1C(=CC2=C(CC(O2)(C)C)C1)C=1C=NC(=CC1)C(F)(F)F 2-(2-Aminopyridin-4-yl)-N-(2,2-dimethyl-6-(6-(trifluoromethyl)pyridin-3-yl)-2,3-dihydrobenzofuran-5-yl)oxazole-4-carboxylic acid amide